tert-butyl-4-(5-aminopyridin-2-yl)piperazine-1-carboxylate C(C)(C)(C)OC(=O)N1CCN(CC1)C1=NC=C(C=C1)N